4,6-difluoro-N-(4-(1-(3-hydroxy-2,2-dimethylpropanoyl)piperidin-4-yl)phenyl)isoindoline-2-carboxamide FC1=C2CN(CC2=CC(=C1)F)C(=O)NC1=CC=C(C=C1)C1CCN(CC1)C(C(CO)(C)C)=O